(benzyloxycarbonyl)piperidine-4-carboxylic acid C(C1=CC=CC=C1)OC(=O)N1CCC(CC1)C(=O)O